NC=1C=CC(=C(C(=O)NC(C2COC2)C2=CC=CC3=CC=CC=C23)C1)C 5-Amino-2-methyl-N-(naphthalen-1-yl(oxetan-3-yl)methyl)benzamide